N1=CC(=C2N1N=CC=C2)C2=C1C(=NC=C2)NC(=C1)C1CN(CC1)C(=O)C1CCN(CC1)C(C#C)=O 1-(4-(3-(4-(Pyrazolo[1,5-b]pyridazin-3-yl)-1H-pyrrolo[2,3-b]pyridin-2-yl)pyrrolidine-1-carbonyl)piperidin-1-yl)prop-2-yn-1-one